prop-2-yn-1-yl (5-((S)-2-((S)-2-((((9H-fluoren-9-yl)methoxy)carbonyl)amino)-3-methylbutanamido)-5-ureidopentanamido)-2-((((4-nitrophenoxy)carbonyl)oxy)methyl)benzyl)(methyl)carbamate C1=CC=CC=2C3=CC=CC=C3C(C12)COC(=O)N[C@H](C(=O)N[C@H](C(=O)NC=1C=CC(=C(CN(C(OCC#C)=O)C)C1)COC(=O)OC1=CC=C(C=C1)[N+](=O)[O-])CCCNC(=O)N)C(C)C